C1(CC1)C=1N=CC(=NC1)CNC(=O)C1=C(C2=C(C[C@@H](C3=CN(N=C23)C[C@@H]2OCCOC2)C)O1)C(F)(F)F (4S)-N-[(5-Cyclopropylpyrazin-2-yl)methyl]-2-{[(2S)-1,4-dioxan-2-yl]methyl}-4-methyl-8-(trifluoromethyl)-4,5-dihydro-2H-furo[2,3-g]indazol-7-carboxamid